Methyl 3-(3-acetoxypropyl)-7-(1-(bicyclo[1.1.1]pentan-1-yl)-5-(iodomethyl)-3-methyl-1H-pyrazol-4-yl)-6-chloro-1-methyl-1H-indole-2-carboxylate C(C)(=O)OCCCC1=C(N(C2=C(C(=CC=C12)Cl)C=1C(=NN(C1CI)C12CC(C1)C2)C)C)C(=O)OC